FC(F)CC(=O)N(N)C1=CC2=CC=CC=C2C=C1 difluoromethyl-N-(2-naphthyl)acethydrazide